methyl (3R,6S)-6-methyl-1-(2-(pyridin-4-yl)acetyl)piperidine-3-carboxylate C[C@H]1CC[C@H](CN1C(CC1=CC=NC=C1)=O)C(=O)OC